FC1=C(CN2CC3(CN(C3)C(=O)N3CC4(C3)NC(COC4)=O)C2)C=CC(=C1)S(=O)(=O)C(F)(F)F 2-[6-(2-fluoro-4-trifluoromethanesulfonyl-benzyl)-2,6-diazaspiro[3.3]heptane-2-carbonyl]-8-oxa-2,5-diazaspiro[3.5]nonan-6-one